(3R,4R,5R,6R)-6-(aminomethyl)-3-thiomorpholino-tetrahydro-2H-pyran-2,4,5-triol NC[C@@H]1[C@@H]([C@@H]([C@H](C(O1)O)N1CCSCC1)O)O